C(C)OC1=CC=C(C=C1)N1N=C(C(C1=O)C(=O)NC1=CC(=CC=C1)CC)C 1-(4-Ethoxyphenyl)-N-(3-ethylphenyl)-3-methyl-5-oxo-4,5-dihydro-1H-pyrazole-4-carboxamide